1,1,1,3,3,3-Hexafluoropropan-2-yl (±)-1-((tetrahydro-2H-pyran-4-yl)carbamoyl)-6-azaspiro[2.5]octan-6-carboxylat O1CCC(CC1)NC(=O)[C@@H]1CC12CCN(CC2)C(=O)OC(C(F)(F)F)C(F)(F)F |r|